Cl.ClC1=C(C=C(C=C1)OC)C=1C=C2C(=NNC2=CC1)NC(=O)[C@H]1CNCCC1 (3R)-N-[5-(2-chloro-5-methoxyphenyl)-1H-indazol-3-yl]piperidine-3-carboxamide hydrochloride